[1-[(3R)-3-[4-(5-fluoro-6-hydroxy-3-pyridyl)phenyl]-3-[[(7S)-7-tert-butyl-5,6,7,8-tetrahydrothiazolo[5,4-b]quinoline-2-carbonyl]amino]propyl]-4-piperidyl]ammonium FC=1C=C(C=NC1O)C1=CC=C(C=C1)[C@@H](CCN1CCC(CC1)[NH3+])NC(=O)C=1SC2=NC=3CC[C@@H](CC3C=C2N1)C(C)(C)C